C(C)(C)(C)OC(=O)N[C@@H](C(=O)O)C1=CC(=CC=C1)Cl (R)-[(tert-butoxycarbonyl)amino](3-chlorophenyl)acetic acid